CC(C(=O)OC(CCCC=CCC)CC)C dec-3-en-8-yl 2-methylpropanoate